[Si](C)(C)(C(C)(C)C)OCCN1N=C2C(=CC(=CC2=C1)NC(=O)C=1C=CC(=C2C=NC(=NC12)OC)N1C[C@@H](N([C@@H](C1)C)C(=O)OC(C)(C)C)C)F tert-butyl (2S,6R)-4-[8-[[2-[2-[tert-butyl(dimethyl)silyl]oxyethyl]-7-fluoro-indazol-5-yl]carbamoyl]-2-methoxy-quinazolin-5-yl]-2,6-dimethyl-piperazine-1-carboxylate